FC(C(=O)O)(F)F.C(C)(C)C1=CC=C(C=C1)NC1=NC=C(C(=N1)NC=1C=CC2=C(NC(O2)=O)C1)F 5-(2-(4-isopropylphenylamino)-5-fluoropyrimidin-4-ylamino)benzo[d]oxazol-2(3H)-one trifluoroacetate salt